(1s,4s)-4-(1-(tert-butyl)-5-((2-(4-methoxybenzyl)-1,1-dioxido-2,3-dihydrobenzo[d]isothiazol-6-yl)amino)-1H-pyrazol-3-yl)cyclohexyl (4-nitrophenyl) carbonate C(OC1CCC(CC1)C1=NN(C(=C1)NC1=CC2=C(CN(S2(=O)=O)CC2=CC=C(C=C2)OC)C=C1)C(C)(C)C)(OC1=CC=C(C=C1)[N+](=O)[O-])=O